phenylmethyl-cyclopentadienylketone C1(=CC=CC=C1)CC(=O)C1C=CC=C1